NC1CCC(=CC1)C1=C(C(=C(C=C1)S(=O)(=O)CCC)S(=O)(=O)N)C1=NN=NN1 4'-amino-4-(propylsulfonyl)-2-(1H-tetrazol-5-yl)-2',3',4',5'-tetrahydro-[1,1'-biphenyl]-3-sulfonamide